Mevalonic acid pyrophosphate OP(O)(=O)OP(=O)(O)O.C(C[C@@](O)(C)CCO)(=O)O